N-tert.butylacrylamide C(C)(C)(C)NC(C=C)=O